CC=1OC(=CN1)C=1C=C(C(=NC1)C=1SC=2N=C(SC2N1)N(C1CCNCC1)C)O 5-(2-Methyl-1,3-oxazol-5-yl)-2-{5-[methyl(piperidin-4-yl)amino][1,3]thiazolo[5,4-d][1,3]thiazol-2-yl}pyridin-3-ol